C(C)(C)(C)OC(=O)N1C(CNCC1)C=1C2=C(N=CN1)N(C=C2C2CC2)C2=NC=CC(=C2)C#N (7-(4-cyanopyridin-2-yl)-5-cyclopropyl-7H-pyrrolo[2,3-d]pyrimidin-4-yl)piperazine-1-carboxylic acid tert-butyl ester